C(C)(C)(C)OC(=O)NCCS[P@](=O)(OC1=CC=CC=C1)N[C@@H](C)C(=O)OC(C)C Isopropyl ((R)-((2-((tert-butoxycarbonyl) amino) ethyl) thio) (phenoxy) phosphoryl)-L-alaninate